N-(4-(1H-imidazol-1-yl)benzyl)-1-(3-methoxyphenyl)methanamine N1(C=NC=C1)C1=CC=C(CNCC2=CC(=CC=C2)OC)C=C1